P(OC(CCCCCC)C)(OCC(CCCC)CC)=O.[Co+3] cobalt (III) 1-methylheptyl (2-ethylhexyl) phosphonate